ClC1=CC=C(CSC=2OC3=C(N2)C=CC(=C3)C(=O)O)C=C1 ((4-chlorobenzyl)thio)benzo[d]oxazole-6-carboxylic acid